3-chloro-N-(4-chloro-2-(2-((2-chloropyridin-3-yl)methylene)hydrazine-1-carbonyl)-6-methylphenyl)-5-(trifluoromethyl)picolinamide ClC=1C(=NC=C(C1)C(F)(F)F)C(=O)NC1=C(C=C(C=C1C)Cl)C(=O)NN=CC=1C(=NC=CC1)Cl